[Mn].[Pd].[Co].[Ru].[Cu] copper ruthenium cobalt palladium manganese